methyl ((S)-1-(((S)-2-(4-aminophenyl)-1-(2-(thiophen-2-yl)thiazol-4-yl)ethyl)(methyl)amino)-1-oxo-3-phenylpropan-2-yl)(methyl)carbamate NC1=CC=C(C=C1)C[C@@H](C=1N=C(SC1)C=1SC=CC1)N(C([C@H](CC1=CC=CC=C1)N(C(OC)=O)C)=O)C